(3R,7S)-9-((S*)-1-(4-cyanophenyl)ethyl)-2-(3,4-dichlorobenzoyl)-N,3-dimethyl-10-oxo-1,2,3,4,7,8,9,10-octahydropyrido[4',3':3,4]pyrazolo[1,5-a]pyrazine-7-carboxamide C(#N)C1=CC=C(C=C1)[C@H](C)N1C(C=2N([C@@H](C1)C(=O)NC)N=C1C2CN([C@@H](C1)C)C(C1=CC(=C(C=C1)Cl)Cl)=O)=O |o1:8|